C1(CC1)C1=CC2=C(N=C(O2)C2CCN(CC2)C(=O)OC(C)(C)C)C=C1 Tert-Butyl 4-(6-cyclopropyl-1,3-benzoxazol-2-yl)piperidine-1-carboxylate